ClC1=CC(=C(N=N1)COCC)OC=1N=CC=2CCC3=C(C2C1F)NC1=C3C(NCC1)=O 2-((6-chloro-3-(ethoxymethyl)pyridazin-4-yl)oxy)-1-fluoro-5,6,8,9,10,11-hexahydro-7H-pyrido[3',4':4,5]pyrrolo[2,3-f]isoquinolin-7-one